6-(4-amino-phenoxy)-2H-pyridazin-3-one NC1=CC=C(OC=2C=CC(NN2)=O)C=C1